Methyl (S)-2-(2-(1-(3-(3,4-dichlorophenyl)propanoyl)piperidin-4-yl)acetamido)-3-(2-fluorophenyl)propanoate ClC=1C=C(C=CC1Cl)CCC(=O)N1CCC(CC1)CC(=O)N[C@H](C(=O)OC)CC1=C(C=CC=C1)F